tributylpropynyl-stannane C(CCC)[Sn](C#CC)(CCCC)CCCC